2-[4-(4-piperidinyl)-1-piperidinyl]ethanol N1CCC(CC1)C1CCN(CC1)CCO